2-benzyl-6-chloro-2H-pyrazolo[3,4-b]pyrazine C(C1=CC=CC=C1)N1N=C2N=C(C=NC2=C1)Cl